C(C1=CC=CC=C1)OC([C@H](CCC(NC1=CC=CC=C1)=O)NC(=O)OCC1=CC=CC=C1)=O (S)-2-(((benzyloxy)carbonyl)amino)-5-oxo-5-(phenylamino)pentanoic acid benzyl ester